2-(1-methyl-10-oxo-4-(1-(pyridin-2-ylmethyl)azetidine-3-carbonyl)-1,4,9-triazaspiro[5.6]dodecan-9-yl)acetic acid CN1CCN(CC12CCN(C(CC2)=O)CC(=O)O)C(=O)C2CN(C2)CC2=NC=CC=C2